NC1=CC(=NC=C1)S(=O)(=O)N(CC1=C(C=C(C=C1)OC)OC)CC1=C(C=C(C=C1)OC)OC 4-amino-N,N-bis(2,4-dimethoxybenzyl)pyridine-2-sulfonamide